NC1=NC=2C=CC(=CC2C2=C1COC2)C(=O)N2[C@@H](COCC2)C=2C=NC(=CC2)OC(F)(F)F (4-amino-1,3-dihydrofuro[3,4-c]quinolin-8-yl)-[(3R)-3-[6-(trifluoromethoxy)-3-pyridinyl]morpholin-4-yl]methanone